decanediol isophthalate C(C1=CC(C(=O)O)=CC=C1)(=O)O.C(CCCCCCCCC)(O)O